ClC(C(F)(F)F)Cl 1,1-dichloro-2,2,2-trifluoro-ethane